benzyl (3S)-4-[(4-fluoro-4-piperidyl)methyl]-3-methyl-piperazine-1-carboxylate FC1(CCNCC1)CN1[C@H](CN(CC1)C(=O)OCC1=CC=CC=C1)C